1-(((benzyloxy)carbonyl)amino)cyclopentane-1-carboxylic acid C(C1=CC=CC=C1)OC(=O)NC1(CCCC1)C(=O)O